2-{[(αR)-6-[4-(3-hydroxy-3-methylbutyl)-2,5-dioxoimidazolidin-1-yl]spiro[3.3]heptan-2-yl]oxy}pyridine-3-carboxamide OC(CCC1NC(N(C1=O)C1CC2(CC(C2)OC2=NC=CC=C2C(=O)N)C1)=O)(C)C